(1R,2S)-5'-methoxy-2-(3-{[3-methoxy-5-(1,2-oxazolidine-2-sulfonyl)pyridin-2-yl]amino}-1H-indazol-6-yl)spiro[cyclopropane-1,3'-indol]-2'(1'H)-one COC=1C=C2[C@]3(C(NC2=CC1)=O)[C@@H](C3)C3=CC=C1C(=NNC1=C3)NC3=NC=C(C=C3OC)S(=O)(=O)N3OCCC3